ethyl (2E)-3-{1-[(3R)-4-{[tert-butyl(dimethyl)silyl]oxy}-3-{[tert-butyl(diphenyl)silyl]oxy}butyl]-4-methyl-1H-benzotriazol-5-yl}prop-2-enoate [Si](C)(C)(C(C)(C)C)OC[C@@H](CCN1N=NC2=C1C=CC(=C2C)/C=C/C(=O)OCC)O[Si](C2=CC=CC=C2)(C2=CC=CC=C2)C(C)(C)C